4-chloro-N-(4-(((2S,6S)-2,6-dimethylmorpholino)methyl)phenyl)benzamide ClC1=CC=C(C(=O)NC2=CC=C(C=C2)CN2C[C@@H](O[C@H](C2)C)C)C=C1